tris(p-t-butoxyphenyl)sulfonium triflate [O-]S(=O)(=O)C(F)(F)F.C(C)(C)(C)OC1=CC=C(C=C1)[S+](C1=CC=C(C=C1)OC(C)(C)C)C1=CC=C(C=C1)OC(C)(C)C